di-butyl-bis-(2-methoxyethoxy)silane C(CCC)[Si](OCCOC)(OCCOC)CCCC